2-(2-methyl-propanoyl)cyclohexanone CC(C(=O)C1C(CCCC1)=O)C